BrC1=C(C=C2NC(C=3N(C2=C1C)C(=CN3)C)(C)C)F 8-Bromo-7-fluoro-1,4,4,9-tetramethyl-4,5-dihydroimidazo[1,2-a]quinoxaline